ClC=1C=C2CC(COC2=CC1)C(=O)C1=NN(C2=CC(=CC=C12)B1OC(C(O1)(C)C)(C)C)CCN(C)C (6-chlorochroman-3-yl)(1-(2-(dimethylamino)ethyl)-6-(4,4,5,5-tetramethyl-1,3,2-dioxaborolan-2-yl)-1H-indazol-3-yl)methanone